OC=1C=CC2=NC3=CC=CC=C3N=C2C1 3-hydroxyphenazin